tert-butyl (3S,4R)-4-((2-(5-((((benzyloxy)carbonyl)amino)methyl)-1,2,4-oxadiazol-3-yl)-3-(2,2,2-trifluoroethyl)benzo[b]thiophen-7-yl)amino)-3-fluoropiperidine-1-carboxylate C(C1=CC=CC=C1)OC(=O)NCC1=NC(=NO1)C1=C(C2=C(S1)C(=CC=C2)N[C@H]2[C@H](CN(CC2)C(=O)OC(C)(C)C)F)CC(F)(F)F